2-(((S)-1-(1H-tetrazol-1-yl)propan-2-yl)oxy)-4-(2-((3-(2-isopropoxyethoxy)-1-((1r,4r)-4-morpholinocyclohexyl)-1H-pyrazol-4-yl)amino)pyrimidin-5-yl)benzonitrile N1(N=NN=C1)C[C@H](C)OC1=C(C#N)C=CC(=C1)C=1C=NC(=NC1)NC=1C(=NN(C1)C1CCC(CC1)N1CCOCC1)OCCOC(C)C